NC1=C(N=C2N1C=CC(=C2Br)F)C(=O)NCC=C(F)F 3-amino-7-fluoro-8-bromo-N-(3,3-difluoroallyl)imidazo[1,2-a]pyridine-2-carboxamide